1-[5-fluoro-2-(2-hydroxyethyl)phenyl]-3-(3-methoxyphenyl)urea FC=1C=CC(=C(C1)NC(=O)NC1=CC(=CC=C1)OC)CCO